CC1=C(C(=C(C1([Ir+2])C)C)C)C pentamethylcyclopentadienyl-iridium (iii)